ClC=1C(=NC(=NC1)NC=1C=NN(C1Cl)C1CCS(CC1)(=O)=NCC)NC1=C(C=CC=C1)P(C)(C)=O (2-((5-chloro-2-((5-chloro-1-((1s,4s)-1-(ethylimino)-1-oxidohexahydro-1λ6-thiopyran-4-yl)-1H-pyrazol-4-yl)amino)pyrimidin-4-yl)amino)phenyl)dimethylphosphine oxide